isopropyl 3-((7R,14R)-1-(difluoromethoxy)-6-(methyl-d3)-5-oxo-5,6,7,14-tetrahydro-7,14-methanobenzo[f]benzo[4,5]imidazo[1,2-a][1,4]diazocin-11-yl)propiolate FC(OC1=CC=CC=2C(N([C@H]3C=4N([C@@H](C21)C3)C3=C(N4)C=CC(=C3)C#CC(=O)OC(C)C)C([2H])([2H])[2H])=O)F